CC=1N=C(C(=NC1C1=CC=CC=2N(C=NC21)C)C(=O)N)NC2=CC=C(C=C2)[C@H]2N(CCOC2)C |o1:27| 5-methyl-6-(1-methylbenzimidazol-4-yl)-3-[4-[rel-(3R)-4-methylmorpholin-3-yl]anilino]pyrazine-2-carboxamide